C(C)(C)OC1=CC=C(C=C1)C=1C=C2CC([C@H](C2=CC1C)NC(O[C@@H]1CN2CCC1CC2)=O)(C)C (S)-quinuclidin-3-yl ((R)-5-(4-isopropoxyphenyl)-2,2,6-trimethyl-2,3-dihydro-1H-inden-1-yl)carbamate